4-[(2,6-difluorophenyl)methyl]-2-[3-fluoro-4-[2-(2-hydroxyethyl)-5-methyl-thiazol-4-yl]oxy-phenyl]-1,2,4-triazol-3-one FC1=C(C(=CC=C1)F)CN1C(N(N=C1)C1=CC(=C(C=C1)OC=1N=C(SC1C)CCO)F)=O